(E)-3-(4-isopropyl-3-methoxyphenylvinyl)-1-methyl-1H-pyrazole C(C)(C)C1=C(C=C(C=C1)/C=C/C1=NN(C=C1)C)OC